CN1[C@@H]2CN([C@H](C1)C2)C=2C=C(C=C(C2)S(=O)(=O)C)NC2=NC=C(C(=N2)N2OCC[C@H]2C2=CC=CC=C2)C(F)(F)F N-(3-((1S,4S)-5-methyl-2,5-diazabicyclo[2.2.1]heptan-2-yl)-5-(methylsulfonyl)phenyl)-4-((S)-3-phenylisoxazolidin-2-yl)-5-(trifluoromethyl)pyrimidin-2-amine